[N+](=O)([O-])C=1C=CC=C(C1)S(=O)N 5-nitrobenzenesulfinamide